1-(1-methylpyrazol-4-yl)-6-oxo-pyridazine-3-carboxylic acid methyl ester COC(=O)C1=NN(C(C=C1)=O)C=1C=NN(C1)C